FC(C1=CC=C(C=C1)C1=CC(=C(C2=C1N=CO2)C=C)N)(F)F 4-(4-(trifluoromethyl)phenyl)-7-vinylbenzo[d]oxazol-6-amine